2-(trimethylsilylmethyl)acrylic acid C[Si](C)(C)CC(C(=O)O)=C